ClC1=C(C=C(C=C1C(C)C)F)Br 2-chloro-3-isopropyl-5-fluorobromobenzene